tert-butyl N-[3-[4-[3-[4-[(2-chloro-9-methyl-purin-6-yl)amino]-3-methoxy-pyrazol-1-yl]propyl]piperazin-1-yl]propoxy]-N-methyl-carbamate ClC1=NC(=C2N=CN(C2=N1)C)NC=1C(=NN(C1)CCCN1CCN(CC1)CCCON(C(OC(C)(C)C)=O)C)OC